C(CCC)NC(CC=1SC(=CC1)C1=CC=C(C=C1)Cl)=O N-Butyl-2-(5-(4-chlorophenyl)thiophen-2-yl)acetamid